(S)-3,4-Dichloro-N-(8,9-difluoro-6-oxo-1,4,5,6-tetrahydro-2H-pyrano[3,4-c]isoquinolin-1-yl)-N-methylbenzamide ClC=1C=C(C(=O)N(C)[C@@H]2COCC=3NC(C=4C=C(C(=CC4C32)F)F)=O)C=CC1Cl